C(C)(C)(C)OC(=O)N1C[C@H](OCC1)COC1=NC=C(C=C1)N1C(NC2=C1C=CC=C2)=O (S)-2-(((5-(2-oxo-2,3-dihydro-1H-benzo[d]imidazol-1-yl)pyridin-2-yl)oxy)methyl)morpholine-4-carboxylic acid tert-butyl ester